C(C)(=O)NC1=CC=C(C=C1)C=1C(=NN(C1C(=O)O)C=1SC(=C(N1)C1=CC(=C(C=C1)Cl)Cl)SC(C)C)C 4-(4-acetamidophenyl)-1-(4-(3,4-dichlorophenyl)-5-(isopropylsulfanyl)thiazol-2-yl)-3-methyl-1H-pyrazole-5-carboxylic acid